C(CCC)N1C(C(=CC=C1)C(=O)NC1=C(C=CC(=C1)C#N)N1CCC(CC1)OC1=C(C=C(C=C1)F)F)=O 1-butyl-N-(5-cyano-2-(4-(2,4-difluorophenoxy)piperidin-1-yl)phenyl)-2-oxo-1,2-dihydropyridine-3-carboxamide